2-(4-butoxyphenyl)acetonitrile C(CCC)OC1=CC=C(C=C1)CC#N